(S)-(1-((1-(3,5-difluorophenyl)pyrrolidin-2-yl)methyl)-1H-pyrazol-4-yl)methylamine hydrochloride Cl.FC=1C=C(C=C(C1)F)N1[C@@H](CCC1)CN1N=CC(=C1)CN